The molecule is a sulfuric ester obtained by the formal condensation of (4Z,7Z)-deca-4,7-dien-1-ol with sulfuric acid. It has a role as a kairomone and a Daphnia pulex metabolite. It is an organic sulfate and a sulfuric ester. It is a conjugate acid of a (4Z,7Z)-deca-4,7-dien-1-yl sulfate. CC/C=C\\C/C=C\\CCCOS(=O)(=O)O